4-[4-[2-cyclopropyl-6-(oxacyclohex-4-ylmethoxy)pyridine-4-carbonyl]piperazin-1-yl]sulfonyl-3-fluorobenzenesulfonamide C1(CC1)C1=NC(=CC(=C1)C(=O)N1CCN(CC1)S(=O)(=O)C1=C(C=C(C=C1)S(=O)(=O)N)F)OCC1CCOCC1